C1(CCC1)NC(NC=1C=C(SC1)C=1C(=NC=CN1)C1=CC=CC(=C1C(=O)[O-])OC)=O 6-(4-(3-cyclobutylureido)thiophen-2-ylpyrazin-2-yl)-2-methoxybenzoate